ClC=1C(=NC=CC1)N1N=CC=C1C(=O)N(C)C1=C(C=C(C=C1C(=O)NC(C)C)Cl)Br 1-(3-chloropyridin-2-yl)-N-(2-bromo-4-chloro-6-(isopropylaminoformyl)phenyl)-N-methyl-1H-pyrazole-5-carboxamide